FC=1C=C(C=CC1)S(=O)(=O)N1CC(OCC1)C1=C(SC2=C1C=CC=C2)C(=O)N [4-(3-fluorophenyl)sulfonylmorpholin-2-yl]benzothiophene-2-carboxamide